CC1(OB(OC1(C)C)C1=CC=C(C=C1)NC(OCCCC)=O)C butyl (4-(4,4,5,5-tetramethyl-1,3,2-dioxaborolan-2-yl)phenyl)carbamate